7-Amino-8-(3-hydroxy-2,6-dimethylphenyl)-3-(trifluoromethyl)quinoxaline-6-carboxamide NC1=C(C=C2N=C(C=NC2=C1C1=C(C(=CC=C1C)O)C)C(F)(F)F)C(=O)N